Isopropyl (E)-2-((3-(3-(1-cyclopropylpyrrolidin-2-yl)acrylamido)quinoxalin-6-yl)amino)-4-(1-methyl-1H-indol-3-yl)pyrimidine-5-carboxylate C1(CC1)N1C(CCC1)/C=C/C(=O)NC=1C=NC2=CC=C(C=C2N1)NC1=NC=C(C(=N1)C1=CN(C2=CC=CC=C12)C)C(=O)OC(C)C